(E)-2-methyl-3-(1H-pyrrolo[3,2-b]pyridin-3-yl)-1-(3,4,5-trimethoxyphenyl)prop-2-en-1-one C/C(/C(=O)C1=CC(=C(C(=C1)OC)OC)OC)=C\C1=CNC=2C1=NC=CC2